8-chloro-6-[[6-(cyclopropanecarbonylamino)pyrimidin-4-yl]amino]-1,5-dioxo-spiro[2H-imidazo[1,5-a]pyridine-3,3'-azetidine]-1'-carboxylic acid tert-butyl ester C(C)(C)(C)OC(=O)N1CC2(C1)NC(C=1N2C(C(=CC1Cl)NC1=NC=NC(=C1)NC(=O)C1CC1)=O)=O